trans-4-((4-(2-Isopropyloxazol-4-yl)pyridine-2-yl)((trans-4-(5-methoxy-6-methyl pyridin-2-yl)cyclohexyl)methyl)carbamoyl)cyclohexyl 3-hydroxyazetidine-1-carboxylate OC1CN(C1)C(=O)O[C@@H]1CC[C@H](CC1)C(N(C[C@@H]1CC[C@H](CC1)C1=NC(=C(C=C1)OC)C)C1=NC=CC(=C1)C=1N=C(OC1)C(C)C)=O